N-tert-butyl-2-[methyl[2-(pyridin-2-yl)-5H,6H,7H-cyclopenta[b]pyridin-4-yl]amino]acetamide C(C)(C)(C)NC(CN(C1=C2C(=NC(=C1)C1=NC=CC=C1)CCC2)C)=O